4-(4-{[cyclopropyl(imino)oxo-λ6-sulfanyl]methyl}piperidin-1-yl)-8-methoxyquinoline-3-carbonitrile C1(CC1)S(=O)(=N)CC1CCN(CC1)C1=C(C=NC2=C(C=CC=C12)OC)C#N